N-(5-bromo-3-fluoropyridin-2-yl)-4-methylbenzenesulfonamide BrC=1C=C(C(=NC1)NS(=O)(=O)C1=CC=C(C=C1)C)F